Lutetium scandium aluminum [Al].[Sc].[Lu]